C(C)(C)(C)OC(=O)N1C[C@@H](OC2=C(C1)N=C(C=C2)O)C (S)-7-hydroxy-2-methyl-2,3-dihydropyrido[2,3-f][1,4]oxazepine-4(5H)-carboxylic acid tert-butyl ester